bromo-2-[(4-methoxyphenyl)methyl]-2H-[1,2,3]triazolo[4,5-c]quinolin-4-amine BrC1=CC=CC=2C=3C(C(=NC12)N)=NN(N3)CC3=CC=C(C=C3)OC